C(C)(=O)ON1CCN(CCN(CCN(CC1)CC(=O)O)CC(=O)O)C(C)=O.[Eu] europium (4-acetyl-7,10-bis(carboxymethyl)-1,4,7,10-tetraazacyclododecane-1-yl) acetate